ClC=1C(=NC=C(C1)C(NC=1SC(=C(N1)C=1SC=C(C1)Cl)N1CCN(CC1)C1CCCCC1)=O)N1CCC(CC1)C(=O)O 1-[3-Chloro-5-[[4-(4-chlorothiophen-2-yl)-5-(4-cyclohexylpiperazin-1-yl)-1,3-thiazol-2-yl]carbamoyl]pyridin-2-yl]piperidine-4-carboxylic acid